NC1=NN2C(N=CC=C2)=C1C(=O)N[C@@H](C)C=1N(C(C=2C(=CC=C3C2C1[C@@H]1[C@H]3C1)C#C)=O)C1=CC=CC=C1 2-amino-N-((S)-1-((6bR,7aS)-4-ethynyl-3-oxo-2-phenyl-2,6b,7,7a-tetrahydro-3H-cyclopropa[4,5]cyclopenta[1,2,3-de]isoquinolin-1-yl)ethyl)pyrazolo[1,5-a]pyrimidine-3-carboxamide